2-[2-(4-Chlorophenyl)-2-cyclopropylmethoxy-1-phenylethyl]-2H-pyridazin-3-one ClC1=CC=C(C=C1)C(C(C1=CC=CC=C1)N1N=CC=CC1=O)OCC1CC1